4-((1S,2S)-2-(6-(2,4-dimethoxypyrimidin-5-yl)-3-fluoroimidazo[1,2-b]pyridazin-8-yl)cyclopropyl)-3-fluorobenzonitrile COC1=NC=C(C(=N1)OC)C=1C=C(C=2N(N1)C(=CN2)F)[C@@H]2[C@H](C2)C2=C(C=C(C#N)C=C2)F